C(C)OC(C[C@@H](C=1C=C(C(=CC1)OC)C1=CC=CC=C1)NC(=O)NC=1C(N(C=CC1O)C)=O)=O (S)-3-(3-(4-hydroxy-1-methyl-2-oxo-1,2-dihydropyridin-3-yl)ureido)-3-(6-methoxybiphenyl-3-yl)propanoic acid ethyl ester